C(C(O)C)(=O)O.C(C(O)C)(=O)O.CS(=O)(=O)[C@@H]1C[C@@]2([C@@H](C[C@H]3[C@@H]4CC[C@H]([C@@H](CCCC(C)C)C)[C@]4(CC[C@@H]3[C@]2(CC1)C)C)NCCC=1N=CNC1)O 3β-methylsulfonyl-5α-hydroxy-6β-[2-(1H-imidazol-4-yl)ethylamino]cholestane dilactate